C12(CC(C1)C2)N2C(C(N(C=C2)CC=2SC(=NN2)C2=CC(=CC=C2)F)=O)=O 1-(bicyclo[1.1.1]pentan-1-yl)-4-((5-(3-fluorophenyl)-1,3,4-thiadiazol-2-yl)methyl)-1,4-dihydropyrazine-2,3-dione